FC1=C(CCl)C=C(C(=C1)F)F 2,4,5-trifluorobenzyl chloride